ClC1=CC=C(C=C1)N1N=CC=2C1=NC(=NC2NC(=O)C=2SC(=CC2)[N+](=O)[O-])C2=CC=C(C=C2)Cl N-(1,6-bis(4-chlorophenyl)-1H-pyrazolo[3,4-d]pyrimidin-4-yl)-5-nitrothiophene-2-carboxamide